(2-{[2-(aminomethyl)-6-chloro-4-phenylphenyl]sulfanyl}pyridin-3-yl)methanol HCl salt Cl.NCC1=C(C(=CC(=C1)C1=CC=CC=C1)Cl)SC1=NC=CC=C1CO